[Cl-].C(C=C)(=O)C[N+](C)(C)CCC Acryloylpropyltrimethylammonium chloride